N-Bocprop-2-ynylamine C(=O)(OC(C)(C)C)NCC#C